O=C1NC(C(N1)CC(=O)NCC1=NC=C(N=C1)C)=O 2-(2,5-dioxoimidazolidin-4-yl)-N-((5-methylpyrazin-2-yl)methyl)acetamide